N-methyl-2-(methyl(piperidin-4-yl)amino)-N-(1H-pyrazol-4-yl)quinoxaline-6-carboxamide CN(C(=O)C=1C=C2N=CC(=NC2=CC1)N(C1CCNCC1)C)C=1C=NNC1